ClC1=NC(=CC(=C1)C1=C2C=CN(C2=CC=C1)C(=O)OC(C)(C)C)Cl tert-Butyl 4-(2,6-dichloro-4-pyridyl)indole-1-carboxylate